(S)-tert-butyl 4-((R)-3-amino-3-(4-chlorobenzyl) piperidin-1-yl)-3-((S)-2,3-dihydro-1H-inden-1-yl)-4-oxobutanoate N[C@@]1(CN(CCC1)C([C@@H](CC(=O)OC(C)(C)C)[C@@H]1CCC2=CC=CC=C12)=O)CC1=CC=C(C=C1)Cl